C(C)OP(OCC)(=O)CSC1=CC(=CC=C1)Cl (3-Chlorophenylthio)methyl-phosphonic acid diethyl ester